COC1=C(OCC(C)OC2=NC=3N(C(N(C(C3N2C)=O)C)=O)C)C=CC(=C1)C 8-((1-(2-methoxy-4-methylphenoxy)propan-2-yl)oxy)-1,3,7-trimethyl-3,7-dihydro-1H-purine-2,6-dione